N1(CCCC1)C=CC1=NC=CC=N1 2-[(2-pyrrolidin-1-yl-vinyl)]Pyrimidine